COC1=C(C=CC=C1N1N=CC=C1)NC1=C2C(=NC(=C1)NC(=O)C1CC1)NN(C2=O)C N-(4-((2-methoxy-3-(1H-pyrazol-1-yl)phenyl)amino)-2-methyl-3-oxo-2,3-dihydro-1H-pyrazolo[3,4-b]pyridin-6-yl)cyclopropanecarboxamide